P(=O)(OC[C@]1(O[C@H]([C@@H]([C@@H]1O)O)C1=CC=C2C(=NC=NN21)N)C#N)(OC[C@H](CCCCCCCCCCCCCCCC)OCC2=CC(=CC(=C2)F)C#N)O ((2R,3S,4R,5S)-5-(4-aminopyrrolo[2,1-f][1,2,4]triazin-7-yl)-2-cyano-3,4-dihydroxytetrahydrofuran-2-yl)methyl ((S)-2-((3-cyano-5-fluorobenzyl)oxy)octadecyl) hydrogen phosphate